pentenyl methacrylate C(C(=C)C)(=O)OC=CCCC